methyl 4-(4-((4-(3-((4-((tert-butoxycarbonyl) amino) piperidin-1-yl)-sulfonyl) phenyl) piperidin-1-yl) methyl) piperidin-1-yl)-2-cyanobenzoate C(C)(C)(C)OC(=O)NC1CCN(CC1)S(=O)(=O)C=1C=C(C=CC1)C1CCN(CC1)CC1CCN(CC1)C1=CC(=C(C(=O)OC)C=C1)C#N